2-(3,5-dichloro-4-(4-hydroxy-benzyl)phenoxy)acetamide ClC=1C=C(OCC(=O)N)C=C(C1CC1=CC=C(C=C1)O)Cl